C(C=CCCCCCCCCCCCCC)(=O)Cl hexadecenoic acid chloride